CN(CCOC1=CC=2C[C@@H]3N(CC2C=C1)[C@@H](CN(C3)C3=C1C=CC=NC1=C(C=C3)C#N)C)C 5-[(4R,11aS)-9-[2-(Dimethylamino)ethoxy]-4-methyl-1,3,4,6,11,11a-hexahydropyrazino[1,2-b]isochinolin-2-yl]chinolin-8-carbonitril